4-((S)-3-methoxy-3-oxo-2-((S)-pyrrolidine-2-carboxamido)propyl)phenyl pyrrolidine-1-carboxylate hydrochloride Cl.N1(CCCC1)C(=O)OC1=CC=C(C=C1)C[C@@H](C(=O)OC)NC(=O)[C@H]1NCCC1